C1(CCC1)OCC1CN(CCC1)C1CCN(CC1)C=1SC(=CN1)C(=O)NCC1=NC=C(C=C1F)F 2-{3-[(cyclobutyloxy)methyl]-[1,4'-bipiperidin]-1'-yl}-N-[(3,5-difluoropyridin-2-yl)methyl]-1,3-thiazol-5-carboxamide